N-(3,4,5-trifluorophenyl)pyrrolidine-3-carboxamide FC=1C=C(C=C(C1F)F)NC(=O)C1CNCC1